[Si](C)(C)(C(C)(C)C)OCC[C@H]1N(CCCC1)C1=NC=2N(C(=C1)NCC=1C=CC(=NC1)O)N=CC2CC 5-[[[5-[(2S)-2-[2-[tert-butyl(dimethyl)silyl]oxyethyl]-1-piperidyl]-3-ethyl-pyrazolo[1,5-a]pyrimidin-7-yl]amino]methyl]pyridin-2-ol